C(C)C1=C(C=CC(=C1)N1CCNCC1)NC1=NC=C(C(=N1)C1=CC2=C(C(N(CCS2(=O)=O)C)=S)S1)C(F)(F)F 7-(2-((2-ethyl-4-(piperazin-1-yl)phenyl)amino)-5-(trifluoromethyl)pyrimidin-4-yl)-4-methyl-3,4-dihydrothieno[2,3-f][1,4]thiazepine-5(2H)-thione 1,1-dioxide